(+/-)-trans-1,2-diaminocyclohexane C1CC[C@H]([C@@H](C1)N)N